(1R,4R,7R)-2-{2-[1-(cyclopropylmethyl)-6-(quinolin-6-yl)-1H-pyrrolo[2,3-b]pyridin-2-yl]-7-methoxy-1-methyl-1H-1,3-benzodiazole-5-carbonyl}-2-azabicyclo[2.2.1]heptan-7-amine C1(CC1)CN1C(=CC=2C1=NC(=CC2)C=2C=C1C=CC=NC1=CC2)C2=NC1=C(N2C)C(=CC(=C1)C(=O)N1[C@@H]2CC[C@H](C1)[C@H]2N)OC